(R)-N-(piperidin-3-yl)-4-(1H-pyrrolo[2,3-b]pyridin-4-yl)-3,4-dihydro-2H-1,4-thiazine-6-carboxamide hydrochloride Cl.N1C[C@@H](CCC1)NC(=O)C1=CN(CCS1)C1=C2C(=NC=C1)NC=C2